2-pyrrolidinamine N1C(CCC1)N